7-(4-fluorophenyl)-8-(4-methylquinolin-6-yl)tetrazolo[1,5-c]pyrimidin-5-amine FC1=CC=C(C=C1)C1=C(C=2N(C(=N1)N)N=NN2)C=2C=C1C(=CC=NC1=CC2)C